4'-[[4-methyl-6-(1-methyl-1H-benzimidazol-2-yl)-2-propyl-1H-benzimidazol-1-yl]methyl]biphenyl-2-carboxylic acid CC1=CC(=CC=2N(C(=NC21)CCC)CC2=CC=C(C=C2)C=2C(=CC=CC2)C(=O)O)C2=NC1=C(N2C)C=CC=C1